C(C)OC(CCC(=O)C1=NC(=CC(=C1O)C#N)CC1=CC=C(C=C1)OC)=O 4-[4-Cyano-3-hydroxy-6-(4-methoxy-benzyl)-pyridin-2-yl]-4-oxo-butyric acid ethyl ester